1-phenyl-2-(thiazol-2-yl)ethane C1(=CC=CC=C1)CCC=1SC=CN1